ClCC=1N=C2N(C(=C(C=C2)C2CC2)F)C1 2-(chloromethyl)-6-cyclopropyl-5-fluoroimidazo[1,2-a]Pyridine